C(C)(CC)[Si](OCCOC)(C(C)CC)C(C)CC Tri-sec-butyl-(2-methoxyethoxy)silane